(S)-2-(5-chloro-3-cyano-4,6-dimethylpyridin-2-ylamino)-N-(4-fluorophenyl)-3-(4-hydroxyphenyl)-N-methylpropanamide ClC=1C(=C(C(=NC1C)N[C@H](C(=O)N(C)C1=CC=C(C=C1)F)CC1=CC=C(C=C1)O)C#N)C